N-(pyrazin-2-yl)-1H-imidazole-1-carboxamide N1=C(C=NC=C1)NC(=O)N1C=NC=C1